C(CCCCC)OC(CCCCCCC(CC)O)OCCCCCC 10,10-dihexyloxy-3-decanol